1-methylsulfonylpyrazole CS(=O)(=O)N1N=CC=C1